C1(CC1)CNC1=NC=CC(=C1)C1OC=CN1C=1C(=NN(C1)C1CCN(CC1)CC=1C=C2CN(C(C2=CC1)=O)C1C(NC(CC1)=O)=O)C(F)F 2-(2-((cyclopropylmethyl)amino)pyridin-4-yl)-N-(3-(difluoromethyl)-1-(1-((2-(2,6-Dioxopiperidin-3-yl)-1-oxoisoindoline-5-yl)methyl)piperidin-4-yl)-1H-pyrazol-4-yl)oxazole